1,1-difluoro-N-(2-(1-(4-fluorophenyl)cyclopropoxy)-4-(4,4,5,5-tetramethyl-1,3,2-dioxaborolan-2-yl)phenyl)methane-sulfonamide FC(S(=O)(=O)NC1=C(C=C(C=C1)B1OC(C(O1)(C)C)(C)C)OC1(CC1)C1=CC=C(C=C1)F)F